FC(C1=C(C=C2CCCN(C2=C1)C1=C2CN(C(N(C2=CC(=C1)C(C)C)C)=O)C)C=1C=CC(=NC1)C(=O)[O-])F.[Li+] Lithium 5-(7-(difluoromethyl)-1-(7-isopropyl-1,3-dimethyl-2-oxo-1,2,3,4-tetrahydroquinazolin-5-yl)-1,2,3,4-tetrahydroquinolin-6-yl)picolinate